ClC=1C=CC=C2C(=C(NC12)C1=CC=C(C=C1)F)CCC(=O)O 3-[7-chloro-2-(4-fluorophenyl)-1H-indol-3-yl]propanoic acid